CC([O-])C.[Al+3].CC([O-])C.CC([O-])C aluminum (III) iso-propoxide